tert-butyl N-[2-[2-[2-[5-[2-[[2-(2,6-dioxo-3-piperidyl)-1,3-dioxo-isoindolin-5-yl]amino]ethyl]triazol-1-yl]ethoxy]ethoxy]ethyl]carbamate O=C1NC(CCC1N1C(C2=CC=C(C=C2C1=O)NCCC1=CN=NN1CCOCCOCCNC(OC(C)(C)C)=O)=O)=O